tert-butyl (4-(1,3-dioxoisoindolin-2-yl)-2-methylbutan-2-yl)carbamate O=C1N(C(C2=CC=CC=C12)=O)CCC(C)(C)NC(OC(C)(C)C)=O